4-[[2-(5-Chloro-2-hydroxyphenyl)acetyl]amino]-N-(3-phenylpropyl)pyridin ClC=1C=CC(=C(C1)CC(=O)NC1=CCN(C=C1)CCCC1=CC=CC=C1)O